2'-(trifluoromethyl)-[1,1'-biphenyl]-4-carboxamide FC(C1=C(C=CC=C1)C1=CC=C(C=C1)C(=O)N)(F)F